methyl 2-[[4-[[2-methoxy-2-oxo-1-[(3R)-quinuclidin-3-yl]ethyl]carbamoyl]cyclohexanecarbonyl]amino]-2-[(3R)-quinuclidin-3-yl]acetate COC(C([C@H]1CN2CCC1CC2)NC(=O)C2CCC(CC2)C(=O)NC(C(=O)OC)[C@H]2CN1CCC2CC1)=O